O1CCN(CC1)C1=CC=C(C=C1)NCC1=CC=C(C(=O)OC)C=C1 methyl 4-(((4-morpholinophenyl)amino)methyl)benzoate